1-(((4-fluorobenzyl)amino)-2-methylpropyl)benzamide FC1=CC=C(CNC(C(C)C)C2(C(=O)N)CC=CC=C2)C=C1